(6-ethyl-5-{4-[(5-hydroxy-6-methyl-4-pyrimidinyl)carbonyl]-1-piperazinyl}-4-oxo-2-(2-oxo-5-indolinyl)-1,3,3a,7-tetraaza-7-indenyl)acetamide C(C)C1=C(C(N2N=C(N=C2N1CC(=O)N)C=1C=C2CC(NC2=CC1)=O)=O)N1CCN(CC1)C(=O)C1=NC=NC(=C1O)C